NCC1=NNC(C2=CC=C(C=C12)C=1C=C(C=NC1)C=1C=NN(C1C#N)C)=O 4-(5-(4-(aminomethyl)-1-oxo-1,2-dihydrophthalazin-6-yl)pyridin-3-yl)-1-methyl-1H-pyrazole-5-carbonitrile